C(C)(C)(C)C[C@H](N)C(=O)O β-t-Butyl-L-alanin